FC(C(=O)[O-])F.C1(=CC=CC=C1)[PH+](C1=CC=CC=C1)C1=CC=CC=C1 triphenylphosphonium difluoroacetate